O=C1N(CCNC1)CCNC([O-])=O [2-(2-oxopiperazin-1-yl)ethyl]carbamate